CC1=C(C(=CC=C1)C)C1=CN=C2N1C=1C=CC=CC1C=1C=CC(=CC21)O 3-(2,6-dimethylphenyl)imidazo[1,2-f]phenanthridin-11-ol